N-(3-(1-(4-fluorobenzamido)cyclopropyl)bicyclo[1.1.1]pentan-1-yl)-5-methyl-1,2,4-oxadiazole-3-carboxamide FC1=CC=C(C(=O)NC2(CC2)C23CC(C2)(C3)NC(=O)C3=NOC(=N3)C)C=C1